COC(CC1NCC(N(C1)C(=O)OCC1=CC=CC=C1)C)=O benzyl 5-(2-methoxy-2-oxoethyl)-2-methylpiperazine-1-carboxylat